4-(4-acryloyl-2-methylpiperazin-1-yl)-6-fluoro-1-(2-isopropyl-6-(methylsulfonyl)phenyl)-7-(1-methyl-1H-imidazol-5-yl)pyrido[2,3-d]pyrimidin-2(1H)-one C(C=C)(=O)N1CC(N(CC1)C=1C2=C(N(C(N1)=O)C1=C(C=CC=C1S(=O)(=O)C)C(C)C)N=C(C(=C2)F)C2=CN=CN2C)C